C(C)(C)(C)OC(=O)N1C=CC2=C(C(=CC(=C12)C)OC)CN1[C@@H](CC(CC1)C1=NC=CN=C1)C1=CC=C(C=C1)C1=NOC(N1)=O (S)-5-methoxy-7-methyl-4-((2-(4-(5-oxo-4,5-dihydro-1,2,4-oxadiazol-3-yl)phenyl)-4-(pyrazin-2-yl)piperidin-1-yl)methyl)-1H-indole-1-carboxylic acid tert-butyl ester